3-(((2'-chloro-4,5,5',6'-tetrahydro-2H-spiro[furan-3,8'-pyrano[3,4-b]pyridin]-4'-yl)oxy)methyl)azetidin-1-carboxylate ClC1=CC(=C2C(=N1)C1(OCC2)COCC1)OCC1CN(C1)C(=O)[O-]